C(C)(=O)NNC(C1=C(C=C(C=C1)[N+](=O)[O-])SCC1=CC=CC=C1)=O N'-acetyl-2-(benzylsulfanyl)-4-nitrobenzoyl-hydrazine